C(C)(C)(C)OC(=O)N1[C@H](C[C@@](C1)(C1=CC=CC=C1)OC)C(NC1=C(C=CC(=C1)C(CCC1CC1)(C1=CC=NC=C1)NS(=O)(=O)C(C)(C)C)F)=O (2R,4S)-2-(5-((-)-3-cyclopropyl-1-((S)-1,1-dimethylethylsulfonamido)-1-(pyridin-4-yl)propyl)-2-fluorophenylcarbamoyl)-4-methoxy-4-phenylpyrrolidine-1-carboxylic acid tert-butyl ester